C(C)(C)OC(=O)C1(CC(C1)OC1=CC=CC=C1)C(=O)O 1-(isopropoxycarbonyl)-3-phenoxycyclobutane-1-carboxylic acid